S(=O)(=O)([O-])[O-].[NH4+].C(#C)C=1C=C2C=CC(=CC2=CC1)OC1OCCCC1.[NH4+] 2-((6-ethynylnaphthalen-2-yl)oxy)tetrahydro-2H-pyran ammonium sulfate